C(C)(CC)OC(=O)C1=NNC(C1)(C(=O)OC(C)CC)C 5-methyl-4,5-dihydropyrazole-3,5-dicarboxylic acid di-sec-butyl ester